3-Methyl-4-hydroxyindazole CC1=NNC2=CC=CC(=C12)O